7-(2-(1H-imidazol-1-yl)-2-methylpropyloxy)-1-(cyclopropylmethyl)-1H-indole-2-carboxylic acid methyl ester COC(=O)C=1N(C2=C(C=CC=C2C1)OCC(C)(C)N1C=NC=C1)CC1CC1